(6-(2-cyclopropyl-1-(2-methyl-1'H,2h-[3,4'-bipyrazol]-1'-yl)ethyl)-4-methoxypyridin-3-yl)boronic acid C1(CC1)CC(N1N=CC(=C1)C=1N(N=CC1)C)C1=CC(=C(C=N1)B(O)O)OC